[N+](=O)([O-])C=1C=C2N=C(C=3N(C2=CC1)C=CC3)C3=NC=C(C=C3)C(F)(F)F 7-nitro-4-(5-(trifluoromethyl)pyridin-2-yl)pyrrolo[1,2-a]quinoxaline